Chloro-N-[(3R)-1-methyl-3-piperidyl]acetamide ClCC(=O)N[C@H]1CN(CCC1)C